C1(CC1)N(C1=C(C(=NC=N1)NCC1(CCOCC1)CC(=O)NCCN(C)C)F)CC1=CC=C(C=C1)C(F)(F)F 2-[4-[[[6-[cyclopropyl-[[4-(trifluoromethyl)phenyl]methyl]amino]-5-fluoro-pyrimidin-4-yl]amino]methyl]tetrahydropyran-4-yl]-N-(2-dimethylaminoethyl)acetamide